CN([C@@H]1[C@H]([C@@H](O[C@@H](C1)C)OC1C(CC(CN(C2(CN(C2)C)COC(C(C(C1C)=O)C)=O)C)C)(C)OC)O)C 10-(((2S,3R,4S,6R)-4-(Dimethylamino)-3-hydroxy-6-methyltetrahydro-2H-pyran-2-yl)oxy)-9-methoxy-2,5,7,9,11,13-hexamethyl-15-oxa-2,5-diazaspiro[3.12]hexadecane-12,14-dione